Methyl acetate imine C(C)(OC)=N